Methyl 4-chloro-3-(2,4-dioxotetrahydropyrimidin-1(2H)-yl)-5-fluorobenzoate ClC1=C(C=C(C(=O)OC)C=C1F)N1C(NC(CC1)=O)=O